FC1=C(C=CC(=C1)C)CC(=O)NC1=CC(=C(C=C1)C=1C=NC=C(C1)C(F)(F)F)S(N)(=O)=O 2-(2-Fluoro-4-methylphenyl)-N-{3-sulfamoyl-4-[5-(trifluoromethyl)pyridin-3-yl]phenyl}acetamide